N-(1-Adamantylmethyl)-6-[4-[3-[2-(3-hydroxyphenyl)phenyl]propanoyl]piperazin-1-yl]-N-methylpyridazine-3-carboxamide C12(CC3CC(CC(C1)C3)C2)CN(C(=O)C=2N=NC(=CC2)N2CCN(CC2)C(CCC2=C(C=CC=C2)C2=CC(=CC=C2)O)=O)C